3-(4-(carboxymethoxy)phenyl)acrylate C(=O)(O)COC1=CC=C(C=C1)C=CC(=O)[O-]